Cl.NCCC#CC1=CC=C(O1)C#CCCNC(C[C@H]1C=2N(C3=C(C(=N1)C1=CC=C(C=C1)Cl)C(=C(S3)C)C)C(=NN2)C)=O (S)-N-(4-(5-(4-aminobutan-1-yn-1-yl)furan-2-yl)but-3-yn-1-yl)-2-(4-(4-chlorophenyl)-2,3,9-trimethyl-6H-thieno[3,2-f][1,2,4]triazolo[4,3-a][1,4]diazepin-6-yl)acetamide hydrochloride